tert-Butyl (6-(5-amino-6-chloro-2-methyl-2H-indazol-4-yl)hex-5-yn-1-yl)carbamate NC1=C(C2=CN(N=C2C=C1Cl)C)C#CCCCCNC(OC(C)(C)C)=O